(7-(2-aminoethyl)-6-methoxy-1-(2-(5-methoxy-1H-indol-3-yl)ethyl)-3,4-dihydroisoquinolin-2(1H)-yl)(morpholinyl)methanone NCCC1=C(C=C2CCN(C(C2=C1)CCC1=CNC2=CC=C(C=C12)OC)C(=O)N1CCOCC1)OC